1-Benzyl-2,5-bis(triethylsilyl)-1H-pyrrole C(C1=CC=CC=C1)N1C(=CC=C1[Si](CC)(CC)CC)[Si](CC)(CC)CC